azaguanine mesylate S(C)(=O)(=O)O.N1C(N)=NC=2N=NNC2C1=O